C(C(C)C)N1CC2(OC3(CC3)C1)CCN(CC2)C(=O)OC(C)(C)C tert-Butyl 12-isobutyl-4-oxa-8,12-diazadispiro[2.1.5.3]tridecane-8-carboxylate